C(OC1=CC=C(C=C1)[N+](=O)[O-])(OC(CCCC)CCCC)=O 4-nitrophenyl nonan-5-yl carbonate